CN1C=C(C(C2=CC=CC=C12)=O)C(=O)O 1-methyl-4-oxo-1,4-dihydroquinoline-3-carboxylic acid